2-(2,6-dioxopiperidin-3-yl)-7-fluoro-1-oxoisoindoline-5-carbonitrile O=C1NC(CCC1N1C(C2=C(C=C(C=C2C1)C#N)F)=O)=O